C1(CC1)N(C(=O)[C@@H]1CN(CCC1)C=1C=C(OC(C(=O)OC(C)(C)C)(C)C)C=CC1)CC1=CC=C(C=C1)C=1SC=CC1 tert-Butyl (S)-2-(3-(3-(cyclopropyl(4-(thiophen-2-yl)benzyl)carbamoyl)piperidin-1-yl)phenoxy)-2-methylpropanoate